CC1(OB(OC1(C)C)C=1C=NN(C1)C1CN(C1)C(=O)OC(C)(C)C)C Tert-Butyl 3-[4-(4,4,5,5-tetramethyl-1,3,2-dioxaborolan-2-yl)pyrazol-1-yl]azetidine-1-carboxylate